C(C)(C)(C)OC(=O)N1CC=2N(CC1)N=CC2C(=O)NC2(CC2)C2=NC=C(C=N2)C(=O)O 2-(1-{5-[(tert-butoxy)carbonyl]-4H,5H,6H,7H-pyrazolo[1,5-a]pyrazine-3-amido}cyclopropyl)pyrimidine-5-carboxylic acid